methyl (1r,4r)-4-(3-chloroanilino)-2'-[2-(hydroxymethyl)-3-methylbutyl]-2',3'-dihydrospiro[cyclohexane-1,1'-indene]-4-carboxylate ClC=1C=C(NC2(CCC3(C(CC4=CC=CC=C34)CC(C(C)C)CO)CC2)C(=O)OC)C=CC1